CC1=NOC(=N1)C12CCC(CC1)(CC2)C(C)NC=2C=C(C=CC2)/C=C/C(=O)OC methyl (E)-3-(3-((1-(4-(3-methyl-1,2,4-oxadiazol-5-yl)bicyclo[2.2.2]octan-1-yl)ethyl)amino)phenyl)acrylate